2-(8-(2-hydroxypropan-2-yl)-5-oxothieno[3',2':4,5]pyrrolo[1,2-d][1,2,4]triazin-6(5H)-yl)acetic acid OC(C)(C)C1=NN(C(C=2N1C1=C(C2)C=CS1)=O)CC(=O)O